2-(5-(2,5-dichloropyrimidin-4-yl)-1-(2-methoxy-2-oxoethyl)-3-oxoisoindolin-2-yl)acetic acid tert-butyl ester C(C)(C)(C)OC(CN1C(C2=CC=C(C=C2C1=O)C1=NC(=NC=C1Cl)Cl)CC(=O)OC)=O